FC1=C(OC2=C(C=C(C=C2)NC(C(C)(C)NC(OC(C)(C)C)=O)=O)C2=CN(C3=C(N=CC=C32)OC)C)C=CC(=C1)F tert-butyl (1-((4-(2,4-difluorophenoxy)-3-(7-methoxy-1-methyl-1H-pyrrolo[2,3-c]pyridin-3-yl)phenyl)amino)-2-methyl-1-oxopropan-2-yl)carbamate